C(CCCCCCC)(=O)SCCC[SiH2]C(O)O S-octanoyl-mercaptopropyl-dihydroxymethylsilane